(S)-quinuclidin-3-yl (7-(4-cyclopropylphenyl)-3,3-dimethylchroman-4-yl)carbamate C1(CC1)C1=CC=C(C=C1)C1=CC=C2C(C(COC2=C1)(C)C)NC(O[C@@H]1CN2CCC1CC2)=O